ClC=1C(=NC=CC1)F 3-chloro-2-fluoropyridin